OC(CC(=O)[O-])CCCCC=C 3-Hydroxynon-8-enoate